C(C)(=O)NC1=C(C=C(C=C1)N=NC1=C(C=CC=C1)C)C 4-acetylamino-2',3-dimethyl-azobenzene